5-bromo-4-(4-chloro-2-fluorophenoxy)-2-methylbenzenediazonium BrC=1C(=CC(=C(C1)[N+]#N)C)OC1=C(C=C(C=C1)Cl)F